CC1=CC(=CC(=N1)N1CCC2(CC1)CC1=CC=CC=C1C2)C=2SC=CN2 (6-methyl-4-(thiazol-2-yl)pyridin-2-yl)-1,3-dihydrospiro[indene-2,4'-piperidine]